C(C)(C)(C)OC(=O)NC=1C=NN(C1)C=1C=C(SC1)C(=O)OC methyl 4-(4-(tert-butoxycarbonylamino)-1H-pyrazol-1-yl)thiophene-2-carboxylate